NC1(O)[C@H](O)[C@@H](O)[C@H](O[C@H]2[C@H](O)[C@@H](O)[C@@H](O)[C@H](O2)CO)[C@H](O1)CO 1-aminolactose